3-methyl-2-hexen-1-yl acetate C(C)(=O)OCC=C(CCC)C